O=C1NC(CCC1N1C(C2=CC=CC(=C2C1=O)NCCCNC(CN1CCN(CC1)C1=CC=C(C=C1)C1=NNC2=C1N=C(N=C2)C2=C(C=CC=C2OC)F)=O)=O)=O N-(3-((2-(2,6-dioxopiperidin-3-yl)-1,3-dioxoisoindolin-4-yl)amino)propyl)-2-(4-(4-(5-(2-fluoro-6-methoxyphenyl)-1H-pyrazolo[4,3-d]pyrimidin-3-yl)phenyl)piperazin-1-yl)acetamide